CN1C(C(=C(C2=CC=C(C=C12)C)N1CCC(CC1)C=1OC2=C(N1)C=C(C=C2)C)C#N)=O 1,7-Dimethyl-4-[4-(5-methyl-1,3-benzoxazol-2-yl)piperidin-1-yl]-2-oxo-1,2-dihydro-quinoline-3-carbonitrile